C(OC(C(=C)CO)C1=CC=CC=C1)([O-])=O 2-hydroxymethyl-1-phenylallyl carbonate